C1(=CC=CC=C1)N=CC=CC1=CC=C(C=C1)C N-phenyl-3-(p-tolyl)prop-2-en-1-imine